N-(2-acetamidoethyl)-4-[5-(4-fluorophenyl)-6-tetrahydropyran-4-yl-1H-pyrrolo[2,3-f]indazol-7-yl]benzamide C(C)(=O)NCCNC(C1=CC=C(C=C1)C1=C(N(C=2C=C3C=NNC3=CC21)C2=CC=C(C=C2)F)C2CCOCC2)=O